ClC=1C=NN2C1C=C(C=C2)NC(C2=C(C(=CC=C2)C(F)(F)F)Cl)=O N-(3-chloro-pyrazolo[1,5-a]pyridin-5-yl)-2-chloro-3-trifluoromethyl-benzamide